FC(OC1=NC=CC(=C1)CNC(=O)N[C@H]1C[C@H](CC1)OC(F)(F)F)F 1-[[2-(difluoro-methoxy)pyridin-4-yl]methyl]-3-[(1R,3S)-3-(trifluoro-methoxy)cyclopentyl]urea